bis(3-cyclohexyl-2-hydroxyphenyl)-2-Hydroxyphenylmethane C1(CCCCC1)C=1C(=C(C=CC1)C(C1=C(C=CC=C1)O)C1=C(C(=CC=C1)C1CCCCC1)O)O